1-phenyl-1H-benzo[d]imidazole-4-carbonitrile C1(=CC=CC=C1)N1C=NC2=C1C=CC=C2C#N